guanidino-α-ketovaleric acid N(C(=N)N)C(C(C(=O)O)=O)CC